(S)-6-Fluoro-2-methyl-7-((R)-3-methyl-morpholin-4-yl)-1-(2-oxo-2-pyridin-2-yl-ethyl)-2-trifluoromethyl-2,3-dihydro-1H-imidazo[1,2-a]-pyrimidin-5-one FC1=C(N=C2N(C1=O)C[C@](N2CC(C2=NC=CC=C2)=O)(C(F)(F)F)C)N2[C@@H](COCC2)C